(3R)-3-[4-(4-hydroxy-1-piperidyl)indolin-1-yl]piperidine-2,6-dione OC1CCN(CC1)C1=C2CCN(C2=CC=C1)[C@H]1C(NC(CC1)=O)=O